C(#N)C1(CC1)NC([C@H](CC1=NC2=C(N1C)C=CC=C2)NC(OC(C)(C)C)=O)=O tert-butyl (S)-(1-((1-cyanocyclopropyl)amino)-3-(1-methyl-1H-benzo[d]imidazol-2-yl)-1-oxopropan-2-yl)carbamate